MercaptoVinylsulfon SC=CS(=O)(=O)C=CS